tert-butyl (D)-N-methylcarbamate CNC(OC(C)(C)C)=O